tert-butyl-(4-methoxyphenyl)silane C(C)(C)(C)[SiH2]C1=CC=C(C=C1)OC